1-((3S,5R)-1-acryloyl-5-((difluoromethoxy)methyl)pyrrolidin-3-yl)-3-((1-cyclopropyl-1H-benzo[d]imidazol-5-yl)ethynyl)-5-(methylamino)-1H-pyrazole-4-carboxamide C(C=C)(=O)N1C[C@H](C[C@@H]1COC(F)F)N1N=C(C(=C1NC)C(=O)N)C#CC1=CC2=C(N(C=N2)C2CC2)C=C1